C(CCCCCCCCC)C(C(=O)OCCN(CCN(CC)CC)CCOC(OC(CCCC(=O)OCCCCCCC)CCCCCC)=O)CCCCCCCCCC Heptyl 6-(2-((2-decyldodecanoyl)oxy)ethyl)-3-ethyl-12-hexyl-10-oxo-9,11-dioxa-3,6-diazahexadecan-16-oate